Methyl 3-(benzo[d][1,3]dioxol-5-yl)-3-(7-(2-(cyclohex-3-en-1-ylamino)-2-oxoethoxy)naphthalen-2-yl)propanoate O1COC2=C1C=CC(=C2)C(CC(=O)OC)C2=CC1=CC(=CC=C1C=C2)OCC(=O)NC2CC=CCC2